3-Methyl-1-(2-vinylcyclopenten-1-yl)but-3-en-1-one CC(CC(=O)C1=C(CCC1)C=C)=C